1-Acetyl-N-[(2-methylphenyl)[5-(propan-2-yl)pyridin-2-yl]methyl]pyrrolidine-2-carboxamide C(C)(=O)N1C(CCC1)C(=O)NC(C1=NC=C(C=C1)C(C)C)C1=C(C=CC=C1)C